OCC1=COC(=O)C2=CC(=CC=C12)OC 4-(hydroxymethyl)-7-methoxy-isocoumarin